CS(=O)(=O)C=1C=CC2=C(N=C(O2)C2CCC(CC2)CNC(C2=CN=CC=C2)=O)C1 N-(((1r,4r)-4-(5-(methylsulfonyl)benzo[d]oxazol-2-yl)cyclohexyl)methyl)nicotinamide